1-[(E)-2-(6-Trifluoromethoxy-1-indanylidene)ethyl]azetidine FC(OC1=CC=C2CC/C(/C2=C1)=C\CN1CCC1)(F)F